2-(2-(5-isopropylcyclohex-1-en-1-yl)ethyl)-1,3-dioxan C(C)(C)C1CCC=C(C1)CCC1OCCCO1